gamma-(glycidoxy)propyltriethoxysilane C(C1CO1)OCCC[Si](OCC)(OCC)OCC